ClC1=C(C=C(C=C1)NC(=O)[C@@H]1C([C@H]1C1=CC(=CC(=C1)Cl)Cl)(Cl)Cl)NC(=O)C=1OC=CC1 |r| trans-rac-N-(2-Chloro-5-(2,2-dichloro-3-(3,5-dichlorophenyl)cyclopropane-1-carboxamido)phenyl)furan-2-carboxamide